7-bromo-2,3-dihydrospiro[1-benzopyran-4,2'-[1,3]dioxolane] BrC1=CC2=C(C=C1)C1(OCCO1)CCO2